ClC=1C=C(C=CC1F)C1=CC(=NC=N1)C(=O)O 6-(3-chloro-4-fluorophenyl)pyrimidine-4-carboxylic acid